Tetraurethane acrylate C(C=C)(=O)O.NC(=O)OCC.NC(=O)OCC.NC(=O)OCC.NC(=O)OCC